OC1=C(C(=O)C2=CC=CC=C2)C=C(C(C1)(OC)O)S(=O)(=O)O 2,4-dihydroxy-4-methoxy-5-sulfobenzophenone